N-(3-bromobenzylidene)-2-phenylethanamine BrC=1C=C(C=NCCC2=CC=CC=C2)C=CC1